4-(2-(4-Chlorobenzofuran-7-yl)-2-methylbenzo[d][1,3]dioxolan-4-yl)piperidine ClC1=CC=C(C2=C1C=CO2)C2(OC1=C(O2)C=CC=C1C1CCNCC1)C